8-[(1R)-1-[4-fluoro-2-(4-hydroxy-4-methyl-1-piperidyl)anilino]ethyl]-3,6-dimethyl-2-morpholino-quinazolin-4-one FC1=CC(=C(N[C@H](C)C=2C=C(C=C3C(N(C(=NC23)N2CCOCC2)C)=O)C)C=C1)N1CCC(CC1)(C)O